CC(CCNC1=C(C(=O)O)C=CC=C1S(N(C)C)(=O)=O)(C)C (3,3-dimethylbutylamino)-3-(dimethylsulfamoyl)benzoic acid